CC1=NC(=CC=C1O[C@@H]1C[C@H](CCC1)C(=O)O)C=1N=NN(C1CNC(=O)OCC1(CCC1)CCC)C (1S,3S)-3-((2-methyl-6-(1-methyl-5-(((((1-propylcyclobutyl)methoxy)carbonyl)amino)methyl)-1H-1,2,3-triazol-4-yl)pyridin-3-yl)oxy)cyclohexane-1-carboxylic acid